rac-(1S*,2S*)-2-(3-chloro-5-fluorophenyl)-N-(6-(((6-cyclopropylimidazo[1,2-a]pyridin-2-yl)methyl)amino)pyrimidin-4-yl)cyclopropane-1-carboxamide ClC=1C=C(C=C(C1)F)[C@@H]1[C@H](C1)C(=O)NC1=NC=NC(=C1)NCC=1N=C2N(C=C(C=C2)C2CC2)C1 |r|